BrC1=NC(=C(C(=O)N)C(=C1)C(CO)=O)OC1CC1 6-Bromo-2-cyclopropoxy-4-(2-hydroxyacetyl)nicotinamide